butyl 4-(2-aminophenyl)-2-(4-(2-aminophenyl)-2-butyramido-4-oxobutanamido)-4-oxobutanoate NC1=C(C=CC=C1)C(CC(C(=O)OCCCC)NC(C(CC(=O)C1=C(C=CC=C1)N)NC(CCC)=O)=O)=O